CC1(CC1)OC=1C=C2C(=CN1)NN=C2C2=CC(=NC=N2)N2CCC(CC2)C=O 1-[6-[5-(1-methylcyclopropoxy)-1H-pyrazolo[3,4-c]pyridin-3-yl]pyrimidin-4-yl]piperidine-4-carbaldehyde